6-(5-bromo-1-tosyl-1H-pyrrolo[2,3-b]pyridin-3-yl)-1H-indazole BrC=1C=C2C(=NC1)N(C=C2C2=CC=C1C=NNC1=C2)S(=O)(=O)C2=CC=C(C)C=C2